The molecule is dianion of UDP-2-acetamido-2,6-dideoxy-beta-L-arabino-hex-4-ulose arising from deprotonation of the diphosphate OH groups; major species at pH 7.3. It is a conjugate base of an UDP-2-acetamido-2,6-dideoxy-beta-L-arabino-hex-4-ulose. C[C@H]1C(=O)[C@@H]([C@H]([C@H](O1)OP(=O)([O-])OP(=O)([O-])OC[C@@H]2[C@H]([C@H]([C@@H](O2)N3C=CC(=O)NC3=O)O)O)NC(=O)C)O